BrC1=CC=C(C=2NN=NC21)Br 4,7-dibromo-1H-benzotriazole